C(C)C1=C(C2=CC=CC=C2C=C1)[O-] ethyl-naphtholate